(S)-(2-bromo-4-chlorophenyl)(3-(morpholinomethyl)-3,4-dihydroisoquinolin-2(1H)-yl)-methanone BrC1=C(C=CC(=C1)Cl)C(=O)N1CC2=CC=CC=C2C[C@H]1CN1CCOCC1